NC1=NC=NN2C1=CC=C2C=2C=C(C(=NC2)OC)NC(=O)N2OCC[C@H]2C2=CC=CC=C2 (S)-N-(5-(4-aminopyrrolo[2,1-f][1,2,4]triazin-7-yl)-2-methoxypyridin-3-yl)-3-phenylisooxazolidine-2-carboxamide